C(CC(=C)C)OP(=O)([O-])[O-] isopentenyl-phosphate